C(C)(C)(C)OC(NC1=CNC2=CC=C(C=C12)CCO)=O (5-(2-hydroxyethyl)-1H-indol-3-yl)carbamic acid tert-butyl ester